4-[(1R,2R)-2-(5-phenyl-1,3-oxazol-2-yl)cyclopropyl]benzenesulfonamide C1(=CC=CC=C1)C1=CN=C(O1)[C@H]1[C@@H](C1)C1=CC=C(C=C1)S(=O)(=O)N